3-(2-Chloropyrimidin-4-yl)-1-(oxabutan-3-yl)-1H-indole ClC1=NC=CC(=N1)C1=CN(C2=CC=CC=C12)C(CO)C